CS(=O)(=O)[O-].N[C@]1(C(=C2C=CC=CC2=CC1)C1=CC=CC2=CC=CC=C12)[Pd+] (S)-2-amino-1,1'-binaphthalene-2-yl palladium (II) methanesulfonate